4-[5-[2-[1-(1,1-difluoroethyl)cyclopropyl]ethynyl]-3,4-dihydro-2H-1,6-naphthyridin-1-yl]-5,6-difluoro-1H-quinazolin-2-one FC(C)(F)C1(CC1)C#CC1=C2CCCN(C2=CC=N1)C1=NC(NC2=CC=C(C(=C12)F)F)=O